COC=1C=C2C=C(NC2=CC1)C(=O)O 5-methoxyindole-2-carboxylic acid